OC(=O)C(F)(F)F.C1(=CC=CC=C1)C=1C=C(C=C2CNCC12)C(=O)OC methyl 7-phenylisoindoline-5-carboxylate TFA salt